BrC1=C(C=CC2=CC=CC=C12)C(=O)NCCN1CCN(CC1)CC1=CC(=C(C=C1)Cl)Cl bromo-N-(2-(4-(3,4-dichlorobenzyl)piperazin-1-yl)ethyl)-2-naphthamide